N-(4-cyclopropylpyridin-2-yl)-3-ethoxy-5-fluoro-4-(4,4,5,5-tetramethyl-1,3,2-dioxaborolan-2-yl)benzamide C1(CC1)C1=CC(=NC=C1)NC(C1=CC(=C(C(=C1)F)B1OC(C(O1)(C)C)(C)C)OCC)=O